2-(2,6-Dioxopiperidin-3-yl)-5-nitroisoindole-1,3-dione O=C1NC(CCC1N1C(C2=CC=C(C=C2C1=O)[N+](=O)[O-])=O)=O